ClC1=C(C(=C2N1CCN(C2)C(=O)NCCC(C)(C)C)C(=O)N)C2=CC=CC=C2 6-chloro-N2-(3,3-dimethylbutyl)-7-phenyl-3,4-dihydropyrrolo[1,2-a]pyrazine-2,8(1H)-dicarboxamide